CN1C(CCC1)=O 1-methyltetrahydropyrrol-2-one